2-(2-methoxy-3-methylphenyl)propan-2-amine hydrochloride Cl.COC1=C(C=CC=C1C)C(C)(C)N